ClC1=NN(C=C1C1=NC=CC(=N1)NC=1N=CC2=C(C=CC(=C2C1)C(C)C)N1[C@@H]([C@H](C1)CS(=O)(=O)C)C)C[C@@H](C#N)C (S)-3-(3-chloro-4-(4-((5-isopropyl-8-((2R,3S)-2-methyl-3-((methanesulfonyl)methyl)azetidin-1-yl)isoquinolin-3-yl)amino)pyrimidin-2-yl)-1H-pyrazol-1-yl)-2-methylpropanenitrile